O1CCC(CC1)NC(=O)C1=NC=CC=C1 N-(oxan-4-yl)pyridine-2-carboamide